OC1=C(C=C(C=C1)[C@H](CN[C@H](CC1=CC=C(C=C1)OC)C)O)NC=O |r| N-[2-hydroxy-5-[(1RS)-1-hydroxy-2-[[(1SR)-2-(4-methoxyphenyl)-1-methylethyl]amino]ethyl]phenyl]carboxamide